C(O)(O)=O.C1(CC1)Cl cyclopropylchloride carbonate